(2R,3R,4S,5R,6S)-2-(hydroxymethyl)-5-(pyridin-2-ylmethoxy)-4-(4-(3,4,5-trifluorophenyl)-1H-1,2,3-triazol-1-yl)-1,7-dioxaspiro[5.5]undecane-3-ol OC[C@H]1O[C@@]2([C@@H]([C@H]([C@H]1O)N1N=NC(=C1)C1=CC(=C(C(=C1)F)F)F)OCC1=NC=CC=C1)OCCCC2